7-fluoro-8-(3-fluoro-5-methylphenyl)-1,4,4,9-tetramethyl-5H-imidazo[1,2-a]quinoxaline FC=1C=C2NC(C=3N(C2=C(C1C1=CC(=CC(=C1)C)F)C)C(=CN3)C)(C)C